(S)-2-((2-(2,6-difluoro-4-bromophenyl)-7-methylimidazo[1,2-a]pyridin-3-yl)-methyl)morpholine-4-carboxylic acid methyl ester COC(=O)N1C[C@@H](OCC1)CC1=C(N=C2N1C=CC(=C2)C)C2=C(C=C(C=C2F)Br)F